2-Ethylbutylpropanoat C(C)C(COC(CC)=O)CC